C(CCCCCCCCCCCCCCC(C)C)(=O)O.C(CCCCCCCCCCCCCCC(C)C)(=O)O.N1[C@@H](CCC1=O)C(=O)O monopyroglutamic acid di-isostearate